3-(isoquinolin-4-yl)-1-(3-methyl-6-(trifluoromethyl)pyridin-2-yl)-2-oxoimidazoline-4-carbonitrile C1=NC=C(C2=CC=CC=C12)N1C(N(CC1C#N)C1=NC(=CC=C1C)C(F)(F)F)=O